ClCC1=NC=CC(=C1)OC 2-(chloromethyl)-4-methoxypyridine